N-lithio-hexamethyleneimine [Li]N1CCCCCC1